1-(4-(6-((5-chloro-4-((3-(trifluoromethyl)phenyl)amino)pyrimidin-2-yl)amino)pyridin-3-yl)piperazine-1-yl)ethyl ketone ClC=1C(=NC(=NC1)NC1=CC=C(C=N1)N1CCN(CC1)C(C)C(=O)C(C)N1CCN(CC1)C=1C=NC(=CC1)NC1=NC=C(C(=N1)NC1=CC(=CC=C1)C(F)(F)F)Cl)NC1=CC(=CC=C1)C(F)(F)F